CCC=CCP(OC(C#C)(C)C)([O-])=O (1,1-dimethyl-2-propynyl) (methyl)2-butenylphosphonate